OC1(CC(C1)C(=O)N1CC2(C1)CC(C2)CC2=NC(=C(C=C2)C)C(F)(F)F)C ((1s,3s)-3-Hydroxy-3-methylcyclobutyl)(6-((5-methyl-6-(trifluoromethyl)pyridin-2-yl)methyl)-2-azaspiro[3.3]heptan-2-yl)methanon